FC1=C(C(=C(C=C1)C1C(OC(C1C)(C(F)(F)F)C)C(=O)OC)O)C methyl 3-(4-fluoro-2-hydroxy-3-methylphenyl)-4,5-dimethyl-5-(trifluoromethyl)tetrahydrofuran-2-carboxylate